4-(3-fluorophenyl)tetrahydropyran-4-carboxylic acid FC=1C=C(C=CC1)C1(CCOCC1)C(=O)O